C=1(C=CC(=C2C(=CC=3C(=CC=4C=NNC4C3)C12)O)O)O Naphtho[1,2-f]Indazol-1,4,5-triol